5-(benzyloxy)-2-(4-bromo-2,6-dichlorobenzyl)-4-((4-methoxybenzyl)thio)pyridine C(C1=CC=CC=C1)OC=1C(=CC(=NC1)CC1=C(C=C(C=C1Cl)Br)Cl)SCC1=CC=C(C=C1)OC